FC(CN1[C@@H](C=2NC3=CC=CC=C3C2C[C@H]1C)C12CC(C1)(C2)/C=C/C(=O)OCC)(C)C ethyl (E)-3-(3-((1R,3R)-2-(2-fluoro-2-methylpropyl)-3-methyl-2,3,4,9-tetrahydro-1H-pyrido[3,4-b]indol-1-yl)bicyclo[1.1.1]pentan-1-yl)acrylate